5-fluoro-4-cyclopropylaniline FC=1C(=CC=C(N)C1)C1CC1